1-(difluoromethyl)-6-(2-hydroxy-2-methylpropoxy)-N-[(4s)-6-{[3-carbamoyl-5-(6-fluoropyridin-3-yl)pyrazolo[1,5-a]pyridin-2-yl]oxy}spiro[3.3]heptan-2-yl]-1H-indazole-3-carboxamide FC(N1N=C(C2=CC=C(C=C12)OCC(C)(C)O)C(=O)NC1CC2(C1)CC(C2)OC2=NN1C(C=C(C=C1)C=1C=NC(=CC1)F)=C2C(N)=O)F